benzyl (S)-7-(4-fluorobenzyl)-2-methyl-6-(((1-methylpiperidin-4-yl)methyl)carbamoyl)-2,3-dihydro-1H-pyrido[2,3-b][1,4]oxazine-1-carboxylate FC1=CC=C(CC2=CC3=C(OC[C@@H](N3C(=O)OCC3=CC=CC=C3)C)N=C2C(NCC2CCN(CC2)C)=O)C=C1